FC(C1(CC1)NC1=CC=C(C=C1)C1CN(C1)C(=O)N1C[C@H](CC1)C(=O)N)(F)F (3S)-1-[3-[4-[[1-(Trifluoromethyl)cyclopropyl]amino]phenyl]azetidine-1-carbonyl]pyrrolidine-3-carboxamide